N-[(2E)-3-[(3-fluoro-4-methoxyphenyl)(imino)oxo-λ6-sulfanyl]prop-2-en-1-yl]-4,5-dimethyl-2-oxo-1,2-dihydropyridine-3-carboxamide FC=1C=C(C=CC1OC)S(/C=C/CNC(=O)C=1C(NC=C(C1C)C)=O)(=O)=N